(3R)-3-(2-(3-fluoro-4-phosphonophenyl)-2-(5-methyl-2H-1,2,3-triazole-4-carboxamido)acetamido)-2-hydroxy-3,4-dihydro-2H-benzo[e][1,2]oxaborinine-8-carboxylic acid FC=1C=C(C=CC1P(=O)(O)O)C(C(=O)N[C@@H]1B(OC2=C(C1)C=CC=C2C(=O)O)O)NC(=O)C2=NNN=C2C